ClC1=CC=C(C=C1)C1=CC2=C(C=N1)N=C(S2)NC(C2=CN=C(C=C2C2=C(C=CC=C2)OC(F)F)C)=O N-(6-(4-Chlorophenyl)thiazolo[4,5-c]pyridin-2-yl)-4-(2-(difluoromethoxy)phenyl)-6-methylnicotinamide